COC(C1=CC(=CC(=C1)NCC1OCC1)OCCOC)=O 3-(2-methoxyethoxy)-5-((oxetan-2-ylmethyl)amino)benzoic acid methyl ester